N-(3-carbamoyltetrahydrofuran-3-yl)-2-methyl-5-((4-methylthiazol-5-yl)methoxy)benzofuran-3-carboxamide C(N)(=O)C1(COCC1)NC(=O)C1=C(OC2=C1C=C(C=C2)OCC2=C(N=CS2)C)C